CC(=C)C1CCC(=CC1)CO The molecule is a limonene monoterpenoid consists of a cyclohexene ring substituted by a hydroxymethyl and a prop-1-en-2-yl group at positions 1 and 4 respectively. It is a constituent of a variety of essential oils including lavender. It has a role as a plant metabolite and a volatile oil component.